N-(cyclopropylmethyl)-carboxamide C1(CC1)CNC=O